tert-Butyl 4-((1r,3r)-3-(3-oxoprop-1-yn-1-yl)cyclobutoxy)piperidine-1-carboxylate O=CC#CC1CC(C1)OC1CCN(CC1)C(=O)OC(C)(C)C